C(C1=CC=CC=C1)OC1=CC=CC2=C1C=1CN(CCCC1O2)C 10-(benzyloxy)-2-methyl-2,3,4,5-tetrahydro-1H-benzofuro[3,2-c]azepine